2-[(1R)-2-{[2-(1H-1,3-benzodiazol-2-yl)ethyl]amino}-1-fluoroethyl]-N-[(3-fluoropyridin-2-yl)methyl]-[1,3]oxazolo[4,5-c]pyridin-4-amine N1C(=NC2=C1C=CC=C2)CCNC[C@@H](F)C=2OC1=C(C(=NC=C1)NCC1=NC=CC=C1F)N2